ClC1=C(C=CC=C1)C1CS(CCN1C1=CC(=C(C(=O)O)C=C1)F)=O 4-(3-(2-chlorophenyl)-1-oxidothiomorpholino)-2-fluorobenzoic acid